2-methyl-5-(pyrrolidine-2-yl)pyridine CC1=NC=C(C=C1)C1NCCC1